NC1=NN(C2=C(C=CC=C12)C=1C=C2C(=NN(C2=CC1)C(C)C)COC1=C(C=CC=C1)CC(=O)OCC)C ethyl 2-(2-((3'-amino-1-isopropyl-1'-methyl-1H,1'H-[5,7'-biindazol]-3-yl)methoxy)phenyl)acetate